NC=1C(=NC=C(N1)C1=CC=C(C=C1)C(C)(C)C)C(=O)OC methyl 3-amino-5-(4-(tert-butyl)phenyl)pyrazine-2-carboxylate